CN1N=CC(=C1)C=1N=C(C=2N(C1)N=CC2)O[C@H]2CN(CC2)S(=O)(=O)C=C (R)-6-(1-methyl-1H-pyrazol-4-yl)-4-((1-(vinylsulfonyl)pyrrolidin-3-yl)oxy)pyrazolo[1,5-a]pyrazine